tert-butyl 3-chloro-4-(2,6-dioxo-1-((2-(trimethylsilyl)ethoxy)methyl)piperidin-3-yl)benzylcarbamate ClC=1C=C(CNC(OC(C)(C)C)=O)C=CC1C1C(N(C(CC1)=O)COCC[Si](C)(C)C)=O